hex-5-enoic acid C(CCCC=C)(=O)O